6-(4-fluorophenyl)-2-[(2,3,4,5,6-pentadeuteriophenoxy)methyl]imidazo[1,2-a]pyrimidine FC1=CC=C(C=C1)C=1C=NC=2N(C1)C=C(N2)COC2=C(C(=C(C(=C2[2H])[2H])[2H])[2H])[2H]